2-fluoro-5-(2-hydroxypropoxy)-3-(5-methylthiazol-2-yl)-N-((R)-1-(2-(trifluoromethyl)pyrimidin-5-yl)ethyl)benzamide FC1=C(C(=O)N[C@H](C)C=2C=NC(=NC2)C(F)(F)F)C=C(C=C1C=1SC(=CN1)C)OCC(C)O